4-(2-(2,2-difluoroethyl)-6,9-dioxo-5-(4-(trifluoromethyl)benzyl)-2,5,8-triazaspiro[3.5]nonan-8-yl)-2-fluorobenzonitrile FC(CN1CC2(C1)N(C(CN(C2=O)C2=CC(=C(C#N)C=C2)F)=O)CC2=CC=C(C=C2)C(F)(F)F)F